C(#N)CC1(CN(C1)C1CCN(CC1)C(=O)NC=1C=NC=CC1C(F)(F)F)N1C=C(C=C1)C=1C2=C(N=CN1)NC=C2 4-{3-(cyanomethyl)-3-[3-(7H-pyrrolo[2,3-d]pyrimidin-4-yl)-1H-pyrrol-1-yl]azetidin-1-yl}-N-[4-(trifluoromethyl)pyridin-3-yl]piperidine-1-carboxamide